BrC=1C(=NN2C1OCC1(C2)CC1)C1=NC=C(C=C1)F 3'-bromo-2'-(5-fluoropyridin-2-yl)-5'H,7'H-spiro[cyclopropane-1,6'-pyrazolo[5,1-b][1,3]oxazine]